Gallium acetat C(C)(=O)[O-].[Ga+3].C(C)(=O)[O-].C(C)(=O)[O-]